COC1=C(C(=CC(=C1)C1=NN=NN1)NCC1OCC1)NC(C)=O N-(2-methoxy-6-((oxetan-2-ylmethyl)amino)-4-(1H-tetrazol-5-yl)phenyl)acetamide